O1COC2=C1C=CC=C2COC2=NN=C(S2)NC(=O)C2=C(C=NC=C2)C2=C(C=CC=C2)C2CC2 N-(5-(benzo[d][1,3]dioxol-4-ylmethoxy)-1,3,4-thiadiazol-2-yl)-3-(2-Cyclopropylphenyl)pyridine-4-carboxamide